C[C@@H]1N(C[C@H](N(C1)[C@@H](C)C=1C=C2N=C(C=NC2=CC1)C)C)C=1C=2C(N(C(N1)=O)C)=CN(N2)CC#N 2-(7-((2S,5r)-2,5-dimethyl-4-((S)-1-(3-methylquinoxalin-6-yl)ethyl)piperazin-1-yl)-4-methyl-5-oxo-4,5-dihydro-2H-pyrazolo[4,3-d]pyrimidin-2-yl)acetonitrile